ClC=1C=C(C=NC1N1N=CC=N1)NC(=O)C=1C=NN(C1C(F)(F)F)C1=CC=CC=2OC(OC21)(F)F N-(5-chloro-6-(2H-1,2,3-triazol-2-yl)pyridin-3-yl)-1-(2,2-difluorobenzo[d][1,3]dioxol-4-yl)-5-(trifluoromethyl)-1H-pyrazole-4-carboxamide